13,19-dichloro-14-hydroxy-5-methoxy-16,16-dioxo-9-oxa-16λ6-thia-4,17-diazatetracyclo[16.3.1.111,15.02,7]tricosa-1(21),2,4,6,11,13,15(23),18(22),19-nonaen-10-one ClC=1C=C2C(OCC3=CC(=NC=C3C3=CC=C(C(NS(C(C1O)=C2)(=O)=O)=C3)Cl)OC)=O